(2R,3S,4S,5R)-3-(1-oxo-4-fluoro-2,3-dihydrobenzo[b]thiophen-7-yl)-N-(6-((S)-1,2-dihydroxyethyl)pyridin-3-yl)-4,5-dimethyl-5-(trifluoromethyl)tetrahydrofuran-2-carboxamide O=S1C2=C(CC1)C(=CC=C2[C@H]2[C@@H](O[C@]([C@H]2C)(C(F)(F)F)C)C(=O)NC=2C=NC(=CC2)[C@@H](CO)O)F